(S)-1-((2-(trimethylsilyl)ethoxy)methyl)-7-(tritylamino)-1,5,7,8-tetrahydro-6H-[1,4]oxazepino[3,2-f]indazol C[Si](CCOCN1N=CC2=CC3=C(C=C12)OC[C@H](CN3)NC(C3=CC=CC=C3)(C3=CC=CC=C3)C3=CC=CC=C3)(C)C